The molecule is a 2-hydroxyglutarate(2-) that has (2S)-configuration. It is a conjugate base of a (S)-2-hydroxyglutaric acid. It is an enantiomer of a (R)-2-hydroxyglutarate(2-). C(CC(=O)[O-])[C@@H](C(=O)[O-])O